(4-((6-amino-5-cyanopyrimidin-4-yl)oxy)-2-fluorophenyl)-3-(3-(tert-butyl)-1-(4-(2-(dimethylamino)ethoxy)phenyl)-1H-pyrazol-5-yl)urea NC1=C(C(=NC=N1)OC1=CC(=C(C=C1)NC(=O)NC1=CC(=NN1C1=CC=C(C=C1)OCCN(C)C)C(C)(C)C)F)C#N